N-(2,3,4-trihydroxy-5-acrylamidomethylbenzyl)acrylamide OC1=C(CNC(C=C)=O)C=C(C(=C1O)O)CNC(C=C)=O